N-(2-(dimethylamino)ethyl)-6-([125I]iodomethyl)nicotinamide CN(CCNC(C1=CN=C(C=C1)C[125I])=O)C